1-methyl-1-(2-(1-methyl-1H-imidazo[1,2-b]pyrazole-7-carbonyl)-2-azaspiro[3.3]heptan-6-yl)-3-(3-(1,1,1-trifluoro-2-methylpropan-2-yl)isoxazol-5-yl)urea CN(C(=O)NC1=CC(=NO1)C(C(F)(F)F)(C)C)C1CC2(CN(C2)C(=O)C2=C3N(N=C2)C=CN3C)C1